C(=O)(O)C1=NC=C(C(=O)NC=2SC3=C(N2)C=CC(=C3)C(=O)O)C=C1 2-(6-carboxynicotinamido)benzo[d]thiazole-6-carboxylic acid